2-(4-(6-((6-acetyl-8-cyclopentyl-5-methyl-7-oxo-7,8-dihydropyrido[2,3-d]pyrimidin-2-yl)(methyl)amino)pyridin-3-yl)piperazin-1-yl)acetic acid C(C)(=O)C1=C(C2=C(N=C(N=C2)N(C2=CC=C(C=N2)N2CCN(CC2)CC(=O)O)C)N(C1=O)C1CCCC1)C